BrC=1C=C(C=CC1)C1(COC1)CC(=O)OCC ethyl 2-(3-(3-bromophenyl)oxetan-3-yl)acetate